N-(4-((1H-pyrazol-1-yl)methyl)-2,2-difluoro-[1,3]dioxolo[4',5':5,6]benzo[1,2-d]isoxazol-8-yl)-2,6-dimethoxybenzenesulfonamide N1(N=CC=C1)CC1=CC2=C(C(=NO2)NS(=O)(=O)C2=C(C=CC=C2OC)OC)C2=C1OC(O2)(F)F